tetramethyl-1,4-benzenediol CC1=C(C(=C(C(=C1O)C)C)O)C